N-(5-cyclobutyl-1H-pyrazol-3-yl)-2-(4-(4-(((2-(2,4-dioxotetrahydropyrimidin-1(2H)-yl)-1-oxoisoindolin-5-yl)methyl)(methyl)amino)piperidin-1-yl)phenyl)acetamide C1(CCC1)C1=CC(=NN1)NC(CC1=CC=C(C=C1)N1CCC(CC1)N(C)CC=1C=C2CN(C(C2=CC1)=O)N1C(NC(CC1)=O)=O)=O